ClC1=NC(=NC=C1C#N)NC1=CC(=C(C(=C1)OC)OC)OC 4-chloro-2-((3,4,5-trimethoxyphenyl)amino)pyrimidine-5-carbonitrile